ClC(COC(NC1=CC(=NO1)C(C)(C)C)=O)(Cl)Cl (3-(tert-butyl)isoxazol-5-yl)carbamic acid 2,2,2-trichloroethyl ester